5-methyl-6-(4-nitro-3-((trimethylsilyl)ethynyl)phenyl)-2,3-diphenylpyrazolo[1,5-a]pyrimidin-7(4H)-one CC=1NC=2N(C(C1C1=CC(=C(C=C1)[N+](=O)[O-])C#C[Si](C)(C)C)=O)N=C(C2C2=CC=CC=C2)C2=CC=CC=C2